COC1=C2C=CC(OC2=CC=C1C(=O)NC1=CC=C2C=NN(C2=C1)CCC1CCN(CC1)C)(C)C 5-methoxy-2,2-dimethyl-N-(1-(2-(1-methylpiperidin-4-yl)ethyl)-1H-indazol-6-yl)-2H-chromen-6-Carboxamide